C1(CC1)CNC1=C(C=C(C=N1)S(=O)(=O)NC)C=1C2=C(C(N(C1)C)=O)NC=C2 6-[(cyclopropylmethyl)amino]-N-methyl-5-(6-methyl-7-oxo-6,7-dihydro-1H-pyrrolo[2,3-c]pyridin-4-yl)pyridine-3-sulfonamide